NC=1SC2=C(N1)C=CC(=C2)C2=CC1=C(OCCN1C(=O)OC1CCCCC1)N=C2 cyclohexyl 7-(2-aminobenzo[d]thiazol-6-yl)-2,3-dihydro-1H-pyrido[2,3-b][1,4]oxazine-1-carboxylate